(2-hydroxyethyl)glutaramide OCCC(C(=O)N)CCC(=O)N